C(C)(=O)N1CC2=C(CC1)N(N=C2N2CCCC1=CC(=CC=C21)C#N)C2CCNCC2 1-[5-acetyl-1-(4-piperidyl)-6,7-dihydro-4H-pyrazolo[4,3-c]pyridin-3-yl]-3,4-dihydro-2H-quinoline-6-carbonitrile